ClC=1C(=C(C(=O)NC=2C(=NC(=CC2)OC)C)C=CC1)NC1=C(C=C(C=C1)F)C 3-chloro-2-((4-fluoro-2-methylphenyl)amino)-N-(6-methoxy-2-methylpyridin-3-yl)benzamide